N[C@@H](C(=O)O)[C@@H](CCC)C1=CNC2=CC=CC=C12 (2R,3S)-2-amino-3-(1H-indol-3-yl)hexanoic acid